Tert-butyl(3-(4-((cyclopropylmethyl)carbamoyl)oxazol-2-yl)phenyl)carbamate C(C)(C)(C)OC(NC1=CC(=CC=C1)C=1OC=C(N1)C(NCC1CC1)=O)=O